N,N'-(4-methyl-1,3-phenylene)bis(1-methyl-1H-imidazole-5-carboxamide) CC1=C(C=C(C=C1)NC(=O)C1=CN=CN1C)NC(=O)C1=CN=CN1C